C(C)(=O)OC(C1CC=C(CC1)C)(C)C P-MENTH-1-EN-8-YL aCETATE